ClC=1C(=C(C=CC1)[C@@H](CO)N1C(C=C(C=C1)C=1C=C2C(=NNC2=CC1)C1=CC(=NC=C1)C)=O)F (S)-1-(1-(3-chloro-2-fluorophenyl)-2-hydroxyethyl)-4-(3-(2-methylpyridin-4-yl)-1H-indazol-5-yl)pyridin-2(1H)-one